COC1OC(C2=CC(=CC=C12)NC1=NC=C(C(=N1)N[C@H](CO)C1=CC=CC=C1)C1=NC(=NO1)C12CCN(CC1)CC2)(C)C (2S)-2-((2-((1-methoxy-3,3-dimethyl-1,3-dihydroisobenzofuran-5-yl)amino)-5-(3-(quinuclidin-4-yl)-1,2,4-oxadiazol-5-yl)pyrimidin-4-yl)amino)-2-phenylethan-1-ol